5-((R)-2,3-dihydro-1H-inden-1-yl)-N-((S)-4-oxo-2,3,4,5-tetrahydropyrido[3,2-b][1,4]oxazepin-3-yl)-4H-1,2,4-triazole-3-carboxamide [C@H]1(CCC2=CC=CC=C12)C=1NC(=NN1)C(=O)N[C@@H]1C(NC2=C(OC1)C=CC=N2)=O